C(C)(C)(C)OC(=O)N[C@@H](CC(=O)OCC)C=1C=C(C=C(C1F)C)C1=C(C=C(C=C1C)C)O ethyl (3S)-3-[(tert-butoxycarbonyl)amino]-3-{4-fluoro-2'-hydroxy-4',5,6'-trimethyl-[1,1'-biphenyl]-3-yl}propanoate